(5-chloro-4-(3-(4-fluoro-2-(trifluoromethyl) benzoyl)-5,6-dihydroimidazo[1,2-a]pyrazin-7(8H)-yl)-6-oxopyridazin-1(6H)-yl) dimethylcarbamate CN(C(ON1N=CC(=C(C1=O)Cl)N1CC=2N(CC1)C(=CN2)C(C2=C(C=C(C=C2)F)C(F)(F)F)=O)=O)C